[Na+].C1(CCC1)S(=O)[O-] cyclobutanesulfinic acid, sodium salt